C1=CC=CC=2N(CC3=C(C#CC21)C=CC=C3)C(CCC(=O)NCC(=O)NCC(=O)N[C@@H](CC3=CC=CC=C3)C(=O)N[C@@H](CCSC)C(=O)ON3C(CCC3=O)=O)=O 2,5-Dioxopyrrolidin-1-yl N-[4-(11,12-didehydrodibenzo[b,f]azocin-5(6H)-yl)-4-oxobutanoyl]glycylglycyl-L-phenylalanyl-L-methioninate